FC1(C=2N(CCC1)N=C(C2)N)F 4,4-difluoro-6,7-dihydro-5H-pyrazolo[1,5-a]pyridin-2-amine